(E)-3-(2-(9-ethyl-9H-carbazol-3-yl)vinyl)-10H-phenothiazine C(C)N1C2=CC=CC=C2C=2C=C(C=CC12)/C=C/C=1C=CC=2NC3=CC=CC=C3SC2C1